2-hydroxy-4-((S)-2-oxopyrrolidin-3-yl)butyric acid OC(C(=O)O)CC[C@@H]1C(NCC1)=O